C(C1=CC=CC=C1)[C@H]1N=C(OC1)[C@H](C(C)(C)C)NC(C)=O N-((S)-1-((R)-4-benzyl-4,5-dihydrooxazol-2-yl)-2,2-dimethylpropyl)acetamide